2-methyl-3-(trifluoromethyl)-5a,6,8,9-tetrahydro-2H-pyrazino[1,2-d]pyrazolo[4,3-b][1,4]oxazin CN1N=C2C(OCC3N2CCNC3)=C1C(F)(F)F